2,6-dimethyl-pyridazin-3-one CN1N=C(C=CC1=O)C